5-[(2S)-4-fluoro-6-hydroxy-2-{[(3-methylbutyl)amino]methyl}-2,3-dihydro-1H-inden-5-yl]-1λ6,2,5-thiadiazolidine-1,1,3-trione FC1=C2C[C@H](CC2=CC(=C1N1CC(NS1(=O)=O)=O)O)CNCCC(C)C